COC1=NC=2C(CCCC2C=N1)=O 2-methoxy-6,7-dihydro-quinazolin-8(5H)-one